2-(3-((tert-butyldimethylsilyl)oxy)propoxy)-5-chloro-N-((1S,3R)-3-(2-(2-fluorophenyl)-6-(1H-1,2,4-triazol-3-yl)-1H-imidazo[4,5-c]pyridin-1-yl)cyclohexyl)benzamide [Si](C)(C)(C(C)(C)C)OCCCOC1=C(C(=O)N[C@@H]2C[C@@H](CCC2)N2C(=NC=3C=NC(=CC32)C3=NNC=N3)C3=C(C=CC=C3)F)C=C(C=C1)Cl